FC(N1N=C(N=N1)[C@H](N1CCN(CC1)C(=O)C1=NC=CC(=C1)C=1OC2=C(N1)C=C(C=C2)C2=CC=NN2C)C2=CC=CC=C2)F |r| (R/S)-(4-((2-(difluoromethyl)-2H-tetrazol-5-yl)(phenyl)methyl)piperazin-1-yl)(4-(5-(1-methyl-1H-pyrazol-5-yl)benzo[d]oxazol-2-yl)pyridin-2-yl)methanone